6-[3-[(2-fluoro-6-methyl-3-pyridyl)amino]-7,8-dihydro-5H-1,6-naphthyridin-6-yl]-5-methyl-pyridine-3-carbonitrile FC1=NC(=CC=C1NC=1C=NC=2CCN(CC2C1)C1=C(C=C(C=N1)C#N)C)C